FC(OC1=C(C=C(C=C1)OC=1C=NN(C1)CC1(CN(C1)C)O)C1=NN(C=C1NC(=O)C=1C=NN2C1N=CC=C2)C)F N-[3-[2-(difluoromethoxy)-5-[1-[(3-hydroxy-1-methyl-azetidin-3-yl)methyl]pyrazol-4-yl]oxy-phenyl]-1-methyl-pyrazol-4-yl]pyrazolo[1,5-a]pyrimidine-3-carboxamide